NC1=NC=CC(=C1Cl)OC1=C(C=C(C=C1)NC1=NC=CC=C1C(=O)NC1=CC=C(C=C1)C)F 2-[(4-[(2-amino-3-chloropyridin-4-yl)oxy]-3-fluorophenyl)amino]-N-(4-methylphenyl)pyridine-3-carboxamide